NC=1SC(=CN1)SC=1C(=CC(=C(C(=O)N2CCN(CCC2)C(=O)OC(C)(C)C)C1)OC)C tert-butyl 4-[5-(2-aminothiazol-5-yl) sulfanyl-2-methoxy-4-methyl-benzoyl]-1,4-diazepan-1-carboxylate